C(C)N(CC)CCN(CC)CC 3,6-diethyl-3,6-diazaoctane